2-(1-ethylpropyl)pyridinium C(C)C(CC)C1=[NH+]C=CC=C1